1,2-bis(glycidoxy)benzene C(C1CO1)OC1=C(C=CC=C1)OCC1CO1